Br.C(C)C=1C(NC2=CC3=C(C=C2C1)OCC[C@H]1N(C3)CCNC1)=O (R)-10-ethyl-2,3,4,4a,5,6-hexahydro-1H,12H-pyrazino[1',2':5,6][1,5]oxazocino[2,3-g]quinolin-11(14H)-one hydrobromide